6-Bromo-1-methylbenzo[cd]indol-2(1H)-one BrC=1C=2C3=C(C(N(C3=CC1)C)=O)C=CC2